O=C1NC(CCC1N1CC2=CC=CC(=C2C1=O)NCCCCN1CCN(CC1)C1=CC=C(C(=O)N2CCC(CC2)CCCCNC(\C=C\C=2C=NC=CC2)=O)C=C1)=O (E)-N-(4-(1-(4-(4-(4-((2-(2,6-dioxopiperidin-3-yl)-3-oxoisoindolin-4-yl)amino)butyl)piperazin-1-yl)benzoyl)piperidin-4-yl)butyl)-3-(pyridin-3-yl)acrylamide